4-t-butylthiobenzene C(C)(C)(C)SC1=CC=CC=C1